O1[C@H](COC2=C1C=CC=C2)CN2C[C@H](CCC2)C=2C=C(C=CC2)CO |o1:13| (3-{(R*)-1-[(S)-1-(2,3-dihydrobenzo[1,4]dioxin-2-yl)methyl]piperidin-3-yl}phenyl)methanol